1-(2-methoxypropyl)-1H-pyrrole COC(CN1C=CC=C1)C